(R)-2-methyl-1,4-oxaazepane C[C@H]1OCCCNC1